IC=1C=C2CC(C3(C2=CC1)NC1=C(OC3=O)C=CC=C1)C(CC)=O 5'-iodo-2'-propionyl-2',3'-dihydro-2h,4h-spiro[benzo[b][1,4]oxazin-3,1'-indene]-2-one